FC1(CC(C1)C(=O)N1CCP(CC1)(=O)C1=CC2=C(N=C(N=C2N[C@H](C)C2=C(C(=CC=C2)C(F)F)F)C)C=N1)F 1-(3,3-difluorocyclobutane-1-carbonyl)-4-[4-({(1R)-1-[3-(difluoromethyl)-2-fluorophenyl]ethyl}amino)-2-methylpyrido[3,4-d]pyrimidin-6-yl]-1,4lambda5-azaphosphinan-4-one